7-Benzyl-3-phenyl-2,3,6,7,8,9-hexahydroimidazo[1,2-a]pyrido[3,4-e]pyrimidine C(C1=CC=CC=C1)N1CC=2C=NC3N(C2CC1)CCN3C3=CC=CC=C3